C(C)OC(CO[SiH](OCC)OCC)(OCC)OCC Triethoxytriethoxysilane